FC1=C(C=C(C=C1)NC(=O)C1=C(N(C(=C1C)C(C(=O)NC1=C(C=CC=C1)N1CCOCC1)=O)C)C)C N-(4-fluoro-3-methylphenyl)-1,2,4-trimethyl-5-(2-((2-morpholinophenyl)amino)-2-oxoacetyl)-1H-pyrrole-3-carboxamide